Methyl-3,5,5-trimethylcyclohexylamine CNC1CC(CC(C1)(C)C)C